ClC=1C(=NC(=NC1)NC1CCOCC1)C1=CC=C2CN(C(C2=C1)=O)CC(=O)NC(C)C1=C(C=CC=C1)F 2-(6-{5-chloro-2-[(oxan-4-yl)amino]pyrimidin-4-yl}-1-oxo-2,3-dihydro-1H-isoindol-2-yl)-N-[1-(2-fluorophenyl)ethyl]acetamide